Heptadecan-9-yl 8-((3-((5-oxo-2,5-dihydro-1H-pyrrol-3-yl)amino)propyl)(8-oxo-8-(undecan-3-yloxy)octyl)amino)octanoate O=C1C=C(CN1)NCCCN(CCCCCCCC(=O)OC(CCCCCCCC)CCCCCCCC)CCCCCCCC(OC(CC)CCCCCCCC)=O